COC1=NC=C(C(=C1C)O)C 2-methoxy-3,5-dimethylpyridin-4-ol